(2s,6r)-2-(1-cyclopropyl-5-fluoro-pyrazol-4-yl)-6-methyl-4-(p-toluenesulfonyl)morpholine C1(CC1)N1N=CC(=C1F)[C@H]1CN(C[C@H](O1)C)S(=O)(=O)C1=CC=C(C)C=C1